ClC1=CC=C(N=N1)C(=O)NC1CCC(CC1)OC1=CC(=C(C=C1)C#N)Cl 6-chloro-N-[(1r,4r)-4-[(3-chloro-4-cyanophenyl)oxy]cyclohexyl]-1,2-diazine-3-carboxamide